ClC1=CC=C(C=C1)N1CC2CCC(C1)N2CCCC2=CC=C1C(=N2)C=COC1=O (3-(3-(4-chlorophenyl)-3,8-diazabicyclo[3.2.1]Octane-8-yl)propyl)-5H-pyrano[4,3-b]Pyridin-5-one